O=C([C@@H](C)NC(OC(C)(C)C)=O)NC([2H])([2H])C1=C(C(=C(C(=C1[2H])[2H])[2H])[2H])[2H] tert-butyl (R)-(1-oxo-1-(((phenyl-d5)methyl-d2)amino)propan-2-yl)carbamate